ClC=1C=C(C=C(C1F)Cl)C1(CC(=NO1)C1=CC(=C(C(=O)OC(C)(C)C)C=C1)C)C(F)(F)F tert-butyl 4-[5-(3,5-dichloro-4-fluoro-phenyl)-5-(trifluoromethyl)-4H-isoxazol-3-yl]-2-methyl-benzoate